P(=O)(OCN1C(=NC2=C1C=C(C=C2O[C@H]2CCOC1=CC(=CC(=C21)F)F)C(N(C)C)=O)C)([O-])[O-].[Na+].[Na+] sodium (S)-(4-((5,7-difluorochroman-4-yl)oxy)-6-(dimethylcarbamoyl)-2-methyl-1H-benzo(d)imidazol-1-yl)methyl phosphate